2-(6-fluoro-1H-indol-3-yl)-2-methylpropanoic acid FC1=CC=C2C(=CNC2=C1)C(C(=O)O)(C)C